3-isopropyl-5-(trifluoromethyl)aniline tert-butyl-((7-(5-oxo-4,5-dihydro-1,2,4-oxadiazol-3-yl)-4-(4-(trifluoromethoxy)phenyl)benzo[d]thiazol-6-yl)methyl)carbamate C(C)(C)(C)N(C(O)=O)CC1=C(C2=C(N=CS2)C(=C1)C1=CC=C(C=C1)OC(F)(F)F)C1=NOC(N1)=O.C(C)(C)C=1C=C(N)C=C(C1)C(F)(F)F